BrC1=CC(=C(C=C1)NC(=O)NN1C(NC(C1=O)(CC)CC)=O)F 1-(4-bromo-2-fluorophenyl)-3-(4,4-diethyl-2,5-dioxoimidazolidin-1-yl)urea